N-[(1R,4R)-4-[(2-pyrido[2,3-d]pyrimidin-4-yl-2,7-diazaspiro[3.5]nonan-7-yl)methyl]cyclohexyl]ethanesulfonamide butyl-3-((methylsulfonyl)oxy)piperidine-1-carboxylate C(CCC)OC(=O)N1CC(CCC1)OS(=O)(=O)C.N1=CN=C(C2=C1N=CC=C2)N2CC1(C2)CCN(CC1)CC1CCC(CC1)NS(=O)(=O)CC